C(C)(C)(C)C1=C(C=2C(=NC(=CN2)C=O)N1C)CCOC 6-tert-butyl-7-(2-methoxyethyl)-5-methyl-pyrrolo[2,3-b]pyrazine-3-carbaldehyde